N,N-dimethyl-3-aminopropylamine CN(C)CCCN